O(C1=CC=CC=C1)C(C=O)CCCC phenoxyhexanal